CC1=C(SC(=C1C(=O)OC)NC(C(CC)C1=C(C=CC=C1)C(F)(F)F)=O)C(=O)OC(C)(C)C 2-(tert-butyl) 4-methyl 3-methyl-5-(2-(2-(trifluoromethyl)phenyl)butanamido)thiophene-2,4-dicarboxylate